3-(benzyloxy)-4,5-dimethoxy-benzoic acid C(C1=CC=CC=C1)OC=1C=C(C(=O)O)C=C(C1OC)OC